6-((2-methoxybenzyl)oxy)-4-oxo-1,4-dihydroquinoline-3-carboxylic acid COC1=C(COC=2C=C3C(C(=CNC3=CC2)C(=O)O)=O)C=CC=C1